N-(6-cyano-1-cyclobutyl-5-fluoro-1H-benzo[d]imidazol-2-yl)-3-hydroxy-3-phenylbutanamide C(#N)C=1C(=CC2=C(N(C(=N2)NC(CC(C)(C2=CC=CC=C2)O)=O)C2CCC2)C1)F